FC=1C(=NC=CC1)C=1C=C(C=CC1)NC1=NC=NC2=CC(=C(C=C12)NC(C=C)=O)OCCCN1CCN(CC1)C N-(4-((3-(3-fluoropyridin-2-yl)phenyl)amino)-7-(3-(4-methylpiperazin-1-yl)propoxy)quinazolin-6-yl)acryl-amide